N1(C=NC=C1)C1=CC=C(C=C1)NC=1SC=C(N1)C=1SC=C(N1)C1=CC=C(C=C1)F N-(4-(1H-imidazol-1-yl)phenyl)-4-(4-fluorophenyl)-[2,4'-bithiazole]-2'-amine